CN(C(=O)[C@H]1CN(CC[C@@H]1NC(=O)C1=NOC(=C1)C1=C(C=C(C=C1)F)F)C1CCC1)C (3S,4S)-1-cyclobutyl-4-{[5-(2,4-difluoro-phenyl)-isoxazole-3-carbonyl]-amino}-piperidine-3-carboxylic acid dimethylamide